N4-cyclobutylpyridine-2,4-diamine C1(CCC1)NC1=CC(=NC=C1)N